(+-)-8-(methylaminocarbonyl)-1,2,4a,5-tetrahydropyrazino[1,2-d]pyrido[2,3-b][1,4]oxazine-3(4H)-carboxylic acid tert-butyl ester C(C)(C)(C)OC(=O)N1C[C@H]2N(C3=C(OC2)N=C(C=C3)C(=O)NC)CC1 |r|